1,3-dimethyl-tetrahydropyrimidinone CN1C(N(CCC1)C)=O